[N+](=O)([O-])C1=CC=C(OCCOCCOCCOCCNC2=C3CN(C(C3=CC(=C2)C(F)(F)F)=O)C2C(NC(CC2)=O)=O)C=C1 3-(4-((2-(2-(2-(2-(4-nitrophenoxy)ethoxy)ethoxy)ethoxy)ethyl)amino)-1-oxo-6-(trifluoromethyl)isoindolin-2-yl)piperidine-2,6-dione